FC(C=1C=C(COC2=CC=C(CN3C[C@@H](CC3)C(=O)OC)C=C2)C=CC1)(F)F methyl (R)-1-(4-((3-(trifluoromethyl)benzyl)oxy)benzyl)pyrrolidine-3-carboxylate